(S)-4-methyl-N-((E)-((1r,4S)-4-(trifluoromethyl)cyclohexyl)methylene)benzenesulfinamide CC1=CC=C(C=C1)[S@](=O)/N=C/C1CCC(CC1)C(F)(F)F